The molecule is a member of the class of pyranoxanthones that is 2H,6H-pyrano[3,2-b]xanthen-6-one substituted by hydroxy groups at positions 5, 8 and 9, geminal methyl groups at position 2 and a prenyl group at position 12. Isolated from Garcinia lancilimba, it exhibits inhibitory effects on human cancer cell line. It has a role as a metabolite and an antineoplastic agent. It is a polyphenol and a member of pyranoxanthones. CC(=CCC1=C2C(=C(C3=C1OC4=CC(=C(C=C4C3=O)O)O)O)C=CC(O2)(C)C)C